5-(3-(3-(4-fluorophenyl)ureido)phenyl)-1H-thiophene FC1=CC=C(C=C1)NC(NC=1C=C(C=CC1)C1=CC=CS1)=O